FC1(C[C@@H](CCC1)N(C1=CC=CC=C1)C(CC1(CCN(CC1)C(=O)OC(C)(C)C)C(=O)OCC)=O)F |r| racemic-racemic-1-tert-butyl 4-ethyl 4-[2-(N-(3,3-difluorocyclohexyl)anilino)-2-oxo-ethyl]piperidine-1,4-dicarboxylate